(-)-17-(cyclobutylmethyl)morphinan-3,14-diol C1CC[C@]2([C@H]3CC4=C([C@]2(C1)CCN3CC5CCC5)C=C(C=C4)O)O